C(C)(C)(C)C1=C(C(=CC=C1)C(C)(C)C)O tert-butyl-6-tert-butylphenol